COC(C(=O)NNC(=O)C=1C(=NC(=CC1)F)F)=O.C(=O)C1C2=CC(=CC=C2C=2C=CC(=CC12)C(CCC(=O)O)=O)C(CCC(=O)O)=O 9-formyl-2,7-bis(3-carboxy-propionyl)fluorene methyl-2-[2-(2,6-difluoropyridine-3-carbonyl)hydrazino]-2-oxo-acetate